2-(5-cyclopropyl-3-(3-phenoxyphenyl)-4-(4-sulfamoylbenzyl)-1H-pyrazol-1-yl)thiazole-4-carboxylic acid C1(CC1)C1=C(C(=NN1C=1SC=C(N1)C(=O)O)C1=CC(=CC=C1)OC1=CC=CC=C1)CC1=CC=C(C=C1)S(N)(=O)=O